NC(CCN(C(=O)[C@H]1N(CCC1)C1=NC(=CC(=C1)C(F)(F)F)C)C1=CC(=C(C=C1)F)Cl)=O (S)-N-(3-amino-3-oxopropyl)-N-(3-chloro-4-fluorophenyl)-1-(6-methyl-4-(trifluoromethyl)pyridin-2-yl)pyrrolidine-2-carboxamide